FC(CN1N=CC(=C1)C1=CC(=C2C(=NC=NC2=C1)NC=1C(=C2C=CC=NC2=CC1)F)O[C@@H](CN(C)C)C)F (R)-7-(1-(2,2-difluoroethyl)-1H-pyrazol-4-yl)-5-((1-(dimethylamino)propan-2-yl)oxy)-N-(5-fluoroquinolin-6-yl)quinazolin-4-amine